4-(6-chloropyridazin-3-yl)benzonitrile ClC1=CC=C(N=N1)C1=CC=C(C#N)C=C1